C(C(=O)O)(=O)O.C1N(CC12CNC2)C(=O)OC(C)(C)C.C(C)(C)(C)OC(=O)N2CC1(C2)CNC1 tert-butyl 2,6-diazaspiro[3.3]heptane-2-carboxylate hemi-oxalate